2-amino-3-(6-phenylpyridin-3-yl)propanoic acid NC(C(=O)O)CC=1C=NC(=CC1)C1=CC=CC=C1